O[C@H]1[C@H](O)[C@H](O)[C@H](O1)CO β-D-Ribose